C1(CCCCC1)NCCN N-cyclohexyl-1,2-ethanediamine